4-(4-trifluoromethylbenzyloxy)-3-(pyridin-3-ylamino)benzo[d]isoxazole FC(C1=CC=C(COC2=CC=CC3=C2C(=NO3)NC=3C=NC=CC3)C=C1)(F)F